Cl.Cl.CC1(NC2(CC2)CC(C1)OC1=CC=C(N=N1)C1=NC=C(C=C1O)N1N=CC=N1)C 2-{6-[(5,5-dimethyl-4-azaspiro[2.5]octan-7-yl)oxy]pyridazin-3-yl}-5-(2H-1,2,3-triazol-2-yl)pyridin-3-ol dihydrochloride